benzyl (S)-(1-(4-oxocyclohexyl)propan-2-yl)carbamate O=C1CCC(CC1)C[C@H](C)NC(OCC1=CC=CC=C1)=O